COC1=NC=NC=2C([C@H]3[C@](CC12)([C@H]1CC=C2[C@@H]4[C@H]([C@@H](CC[C@H]4CC[C@]2([C@@]1(CC3)C)C)C)C)C)(C)C (1S,2R,4aS,6aS,6bR,8aR,14aR,14bR,16bS)-13-methoxy-1,2,6a,6b,9,9,14a-heptamethyl-1,2,3,4,4a,5,6,6a,6b,7,8,8a,9,14,14a,14b,15,16b-octadecahydrochryseno[1,2-g]Quinazolin